tricyclo[5.2.1.02,6]Decanedimethanol C12(C3(CCCC3C(CC1)C2)CO)CO